C1=CC=C2C=CC=C3N=C4C5=CC6=C(C=C5C(N4C1=C23)=O)C(N2C6=NC6=CC=CC3=CC=CC2=C63)=O syn-17H,19H-perimidino[1',2':1,2]pyrrolo[3,4-m]phthaloperine-17,19-dione